ClN1C(N(C(C1=O)(C)C)Cl)=O dichlorodimethyl-hydantoin